1-benzyl-N-(2-ethyl-4-methyl-5-oxo-5,6,7,8-tetrahydro-4H-pyrazolo[1,5-a][1,3]diazepin-6-yl)-1H-1,2,4-triazole-3-carboxamide C(C1=CC=CC=C1)N1N=C(N=C1)C(=O)NC1C(N(C=2N(CC1)N=C(C2)CC)C)=O